oxoaluminum 2-ethylhexanoate C(C)C(C(=O)[O-])CCCC.O=[Al+]